O1CCC(=CC1)N1N=CC(=C1)C1=CC=2C(=NC=C(C2)C(=O)NC=2C(=NC=C(C2)NC(CN2C(CCC2)(C)C)=O)C)N1 2-(1-(3,6-dihydro-2H-pyran-4-yl)-1H-pyrazol-4-yl)-N-(5-(2-(2,2-dimethylpyrrolidin-1-yl)acetamido)-2-methylpyridin-3-yl)-1H-pyrrolo[2,3-b]pyridine-5-carboxamide